BrC=1C=C(CC2=NNC(C3=CC(=C(C=C23)OC)OC)=O)C=CC1 4-(3-bromobenzyl)-6,7-dimethoxyphthalazin-1(2H)-one